NC12CCC(CC1)(C2)NC2=NC1=CC=C(C=C1C=N2)C2=CC(=C(C=C2)NS(=O)(=O)C2=C(C=CC=C2)Cl)F N-(4-(2-((4-aminobicyclo[2.2.1]heptan-1-yl)amino)quinazolin-6-yl)-2-fluorophenyl)-2-chlorobenzene-sulfonamide